C(CCC)C1CC(C(C(O1)CC)(C)C)=C 6-butyl-2-ethyl-3,3-dimethyl-4-methylenetetrahydro-2H-pyran